CC=1C=C2C(C=C(OC2=CC1C)C1=CC=C(C(=O)OC)C=C1)=O methyl 4-(6,7-dimethyl-4-oxo-4H-chromen-2-yl)benzoate